Ethyl (E)-4-{[4-(3-chloro-10,11-dihydro-5H-dibenzo[b,f]azepin-5-yl)4-oxo-butyl]amino}but-2-enoate maleate C(\C=C/C(=O)O)(=O)O.ClC=1C=CC2=C(N(C3=C(CC2)C=CC=C3)C(CCCNC/C=C/C(=O)OCC)=O)C1